C(C)OC(CC1=C(C=CC=C1)OCC1=C(OC2=C1C=C(C=C2)Br)C(NC2CC2)=O)=O 2-(2-((5-bromo-2-(cyclopropylcarbamoyl)benzofuran-3-yl)methoxy)phenyl)acetic acid ethyl ester